(E)-6-(4-(dimethylamino)styryl)-N-(5-((1-methyl-5-((2-morpholinoethyl)carbamoyl)-1H-pyrrol-3-yl)carbamoyl)-1H-pyrrol-3-yl)nicotinamide CN(C1=CC=C(/C=C/C2=NC=C(C(=O)NC3=CNC(=C3)C(NC3=CN(C(=C3)C(NCCN3CCOCC3)=O)C)=O)C=C2)C=C1)C